5-(3-(trifluoromethyl)phenyl)-N-(3-(2-(pyrrolidin-1-yl)propyl)-1,2,4-thiadiazol-5-yl)furan-3-carboxamide FC(C=1C=C(C=CC1)C1=CC(=CO1)C(=O)NC1=NC(=NS1)CC(C)N1CCCC1)(F)F